2-(1H-imidazol-1-yl)-N-(1-(3,3,3-trifluoropropyl)piperidin-4-yl)-5H-pyrrolo[3,2-d]pyrimidine-4-carboxamide N1(C=NC=C1)C=1N=C(C2=C(N1)C=CN2)C(=O)NC2CCN(CC2)CCC(F)(F)F